C1(CC1)C1=C(C=NC2=CC=CN=C12)NC1=CC=C(C=C1)[C@@H](C(F)(F)F)N(C(=O)C1CCC(CC1)C(=O)N)C (1r,4r)-N1-[(1S)-1-{4-[(4-cyclopropyl-1,5-naphthyridin-3-yl)amino]phenyl}-2,2,2-trifluoroethyl]-N1-methylcyclohexane-1,4-dicarboxamide